[5-(hydroxymethyl)-4-iodo-3-methyl-pyrazol-1-yl]acetic acid methyl ester COC(CN1N=C(C(=C1CO)I)C)=O